NC=1N=CC(=C2C=C(N=CC12)NC(=O)C1CC1)C1=C(C(=CC=C1)C=1C=NN(C1)C1CN(C1)CC1=NC(=CC=C1)C(=O)N1CC(CC1)(F)F)OC N-(8-amino-5-(3-(1-(1-((6-(3,3-difluoro-pyrrolidine-1-carbonyl)pyridin-2-yl)methyl)azetidin-3-yl)-1H-pyrazol-4-yl)-2-methoxy-phenyl)-2,7-naphthyridin-3-yl)cyclopropane-carboxamide